O=C1NC(CC[C@H]1C=1C=CC(=NC1)N1CCC(CC1)C=O)=O (S)-1-(5-(2,6-dioxopiperidin-3-yl)pyridin-2-yl)piperidine-4-carbaldehyde